BrC1=CC=C(C=C1)C1=NC2=CC=CC=C2C(=C1)C(=O)O 2-(4-bromophenyl)quinoline-4-carboxylic acid